CN1C(=NC2=C1C=C(C=C2C)C2CCNCC2)C=2C=C(C=1N(C2)N=CN1)OC 6-(1,4-dimethyl-6-(piperidin-4-yl)-1H-benzo[d]imidazol-2-yl)-8-methoxy-[1,2,4]triazolo[1,5-a]pyridine